C1(CCCCC1)[C@H](NC(=O)C1=CC=NN1CC)C=1N=C2N(N=C(C=C2)CC2C(NC[C@@H](C2)C(F)(F)F)=O)C1 N-((1S)-cyclohexyl(6-(((5R)-2-oxo-5-(trifluoromethyl)piperidin-3-yl)methyl)imidazo[1,2-b]pyridazin-2-yl)methyl)-1-ethyl-1H-pyrazole-5-carboxamide